(R)-4-(1-methyl-1H-pyrrolo[2,3-b]pyridin-4-yl)-7-((6-(1-methylpiperidin-3-yl)pyridin-2-yl)amino)-2,3-dihydro-1H-pyrrolo[3,4-c]pyridin-1-one CN1C=CC=2C1=NC=CC2C2=NC=C(C1=C2CNC1=O)NC1=NC(=CC=C1)[C@H]1CN(CCC1)C